5-bromo-N-(5-chloro-4-((4-chlorophenyl)(cyano)methyl)-2-methylphenyl)-2-hydroxybenzamide BrC=1C=CC(=C(C(=O)NC2=C(C=C(C(=C2)Cl)C(C#N)C2=CC=C(C=C2)Cl)C)C1)O